N1=C(C=CC=2N=C3COCC4(N3C21)COC2=C4C=CC=C2)C=2C=NC(=NC2)N2CCC(CC2)O 1-(5-(6',8'-dihydro-2H-spiro[benzofuran-3,9'-pyrido[3',2':4,5]imidazo[2,1-c][1,4]oxazin]-2'-yl)pyrimidin-2-yl)piperidin-4-ol